trans-1-(4-(5H-pyrrolo[2,3-b]pyrazin-2-yl)cyclohexyl)-1-methyl-3-(1-methyl-2-oxo-5-(trifluoromethyl)-1,2-dihydropyridin-3-yl)urea N1=C2C(=NC=C1[C@@H]1CC[C@H](CC1)N(C(=O)NC=1C(N(C=C(C1)C(F)(F)F)C)=O)C)NC=C2